C(C)(C)(C)C1=C(C(NC2=CC=CC=C12)=O)O t-butylhydroxyquinolinone